1,3,4,5-tetrahydrospiro[benzo[d]azepin-2,1'-cyclopropane]-7-amine C12(CC1)NCCC1=C(C2)C=CC(=C1)N